O=C1C=C(N=C2N1CCS2)C2=CC=C(C=C2)C(C)C 5-oxo-7-[4-(propan-2-yl)phenyl]-2H,3H,5H-[1,3]thiazolo[3,2-a]pyrimidine